tert-butyl 4-[(2,2-difluoropropanoylamino)methyl]-2-azabicyclo[2.1.1]hexane-2-carboxylate FC(C(=O)NCC12CN(C(C1)C2)C(=O)OC(C)(C)C)(C)F